N-((1S)-2-((4-(2-Methoxy-1-((S)-2-oxo-4-(trifluoromethyl)imidazolidin-1-yl)ethyl)pyridin-2-yl)amino)-1-((1r,4S)-4-methylcyclohexyl)-2-oxoethyl)-1-methyl-1H-tetrazole-5-carboxamide COCC(N1C(N[C@@H](C1)C(F)(F)F)=O)C1=CC(=NC=C1)NC([C@H](C1CCC(CC1)C)NC(=O)C1=NN=NN1C)=O